P(=O)(OCCOC)(I)I (2-methoxyethyl) diiodophosphate